tert-butyl (R)-(1-(3-(2,5-dimethyl-1H-pyrrol-1-yl)-2-methylphenyl)propan-2-yl)carbamate CC=1N(C(=CC1)C)C=1C(=C(C=CC1)C[C@@H](C)NC(OC(C)(C)C)=O)C